2-PYRIMIDINECARBOXALDEHYDE N1=C(N=CC=C1)C=O